C1C[C@H](C2=NC=3C=CC=CC3CN21)O (3R)-1,2,3,9-tetrahydropyrrolo[2,1-b]quinazolin-3-ol